2-[(7-aminopyrazolo[1,5-a]pyrimidin-3-yl)(2-hydroxyethyl)amino]ethanol Allylamyl-glycolate C(C=C)CCCCCC(C(=O)OCCN(CCO)C=1C=NN2C1N=CC=C2N)O